N-[2-(4-formyl-1-piperidyl)-5-(1-hydroxy-1-methyl-ethyl)-1,3-benzothiazol-6-yl]pyrimidine-4-carboxamide C(=O)C1CCN(CC1)C=1SC2=C(N1)C=C(C(=C2)NC(=O)C2=NC=NC=C2)C(C)(C)O